6-chloro-7-(4-methoxypyridin-2-yl)-1H-indole ClC1=CC=C2C=CNC2=C1C1=NC=CC(=C1)OC